2,2,6,6-tetraethyl-piperidine C(C)C1(NC(CCC1)(CC)CC)CC